FC(S(=O)(=O)OC1=CC=C(C=C1)[C@H](CO)NC(=O)OC(C)(C)C)(F)F (R)-4-(1-((tert-butoxycarbonyl)amino)-2-hydroxyethyl)phenyl trifluoromethanesulfonate